6-(4-((7-chloro-2,3-dihydro-1H-cyclopenta[b]quinolin-9-yl)amino)but-1-yn-1-yl)-3-fluoropicolinaldehyde oxime ClC1=CC=2C(=C3C(=NC2C=C1)CCC3)NCCC#CC3=CC=C(C(=N3)C=NO)F